ClC1=CC=2N(C3=CC=CC=C3C2C=C1)C1=C(C=CC=C1)C1=CC2=CC=CC=C2C=C1 2-chloro-9-(2-(2-naphthalenyl)phenyl)carbazole